C1(=CC=CC=C1)SC1=CC=C(C=C1)C(C(CC)=NO)=O 1-(4-phenylsulfanylphenyl)butane-1,2-dione-2-oxime